titanium tetra(ethylamine) C(C)N.C(C)N.C(C)N.C(C)N.[Ti]